(3S)-3-(5-acetamido-3-pyridinyl)isoxazolidine-2-carboxylic acid tert-butyl ester C(C)(C)(C)OC(=O)N1OCC[C@H]1C=1C=NC=C(C1)NC(C)=O